CN(CCOC=1C=CC(=C(C(=O)NC2(CC2)C2=C3C=CC=NC3=CC(=C2)OC)C1)C)C 5-(2-(dimethylamino)ethoxy)-N-(1-(7-methoxyquinolin-5-yl)cyclopropyl)-2-methylbenzamide